BrC1=CC=CC=2C=CSC21 7-bromo-1-benzothiophene